6-(2-hydroxy-2-methylpropoxy)-4-(6-(6-(4-methoxybenzyl)-3,6-diazabicyclo[3.1.1]heptan-3-yl)pyridin-3-yl)pyrazolo[1,5-a]pyridine-3-carbonitrile OC(COC=1C=C(C=2N(C1)N=CC2C#N)C=2C=NC(=CC2)N2CC1N(C(C2)C1)CC1=CC=C(C=C1)OC)(C)C